N[C@H](C(=O)O)CCN(CC1=C(C=CC=C1)OCC1=CC(=CC=C1)C(F)(F)F)CC1=C(C=CC=C1)OC1=CC=C(C=C1)OC (S)-2-amino-4-((2-(4-methoxyphenoxy)benzyl)(2-((3-(trifluoromethyl)benzyl)oxy)benzyl)amino)butanoic acid